C(#C)C=1C(=CC=C2C=C(C=C(C12)C1=C(C=2N=C(N=C(C2C=N1)N1CCOC[C@@H](C1)NC(C=C)=O)OCC1(CC1)CN1CCOCC1)F)O)F N-[(6R)-4-[7-(8-ethynyl-7-fluoro-3-hydroxynaphthalen-1-yl)-8-fluoro-2-{[1-(morpholin-4-ylmethyl)cyclopropyl]methoxy}pyrido[4,3-d]pyrimidin-4-yl]-1,4-oxazepan-6-yl]prop-2-enamide